(R)-5-(2,5-dichloro-4-(5-(8-chloro-6-(trifluoromethyl)imidazo[1,2-a]pyridin-2-yl)-1,2,4-oxadiazol-3-yl)phenoxy)piperidin-2-one methanesulfonate CS(=O)(=O)O.ClC1=C(O[C@@H]2CCC(NC2)=O)C=C(C(=C1)C1=NOC(=N1)C=1N=C2N(C=C(C=C2Cl)C(F)(F)F)C1)Cl